(R)-4,4-dimethyl-6-(2-((1,1,1-trifluoropropan-2-yl)amino)-7H-pyrrolo[2,3-d]pyrimidin-5-yl)-3,4-dihydroisoquinolin-1(2H)-one CC1(CNC(C2=CC=C(C=C12)C1=CNC=2N=C(N=CC21)N[C@@H](C(F)(F)F)C)=O)C